ClC=1C=C(C=C(C1)C#N)[C@H]1N(CC[C@H](C1)C)C(=O)NC\C=C\S(=O)(=O)C |r| rac-(2S,4R)-2-(3-chloro-5-cyanophenyl)-4-methyl-N-((E)-3-(methylsulfonyl)allyl)piperidine-1-carboxamide